(R)-2-{1,1-dimethyl-2-[(1s,4S)-4-(3,3-dimethylureido)cyclohexyl]ethylamino}-1-(m-fluorophenyl)-1-ethanol CC(CC1CCC(CC1)NC(=O)N(C)C)(C)NC[C@H](O)C1=CC(=CC=C1)F